5,6-dimethylbenzoimidazole CC1=CC2=C(N=CN2)C=C1C